(3Z)-1-bromo-11,11-diethoxy-3-undecene BrCC\C=C/CCCCCCC(OCC)OCC